BrC1=C(C=C(C(=O)N2C[C@@](S(CC2)(=O)=O)(C(=O)O)F)C=C1)Cl (R)-4-(4-bromo-3-chlorobenzoyl)-2-fluorothiomorpholine-2-carboxylic acid 1,1-dioxide